CC1=NC2=C(C=CC=C2C=C1)NC(C1=CC=CC=C1)=O N-(2-methylquinolin-8-yl)benzamide